1-(2-methoxy-10H-phenothiazin-10-yl)ethan-1-one COC1=CC=2N(C3=CC=CC=C3SC2C=C1)C(C)=O